BrC=1C=C2C=NC(=NC2=CC1I)OCC1C(C1)(F)F 6-bromo-2-((2,2-difluorocyclopropyl)methoxy)-7-iodoquinazoline